N1=C(C=CC2=CC=CC=C12)COC1=CC=C(C(=O)NC2CCC(CC2)NC2=CC(=NC3=CC=C(C=C23)Cl)C(F)(F)F)C=C1 4-[(quinolin-2-yl)methoxy]-N-[(1s,4s)-4-{[6-chloro-2-(trifluoromethyl)quinolin-4-yl]amino}cyclohexyl]benzamide